F[C@@H]1CN(CC[C@@H]1NC1=C2C=C(N(C2=CC=C1)CC(F)(F)F)C1=NN=C(S1)CNC(C)=O)C N-((5-(4-(((3R,4S)-3-fluoro-1-methylpiperidin-4-yl)amino)-1-(2,2,2-trifluoroethyl)-1H-indol-2-yl)-1,3,4-thiadiazol-2-yl)methyl)acetamide